P(OCC)(OCC)[O-].[Na+] sodium diethyl (phosphite)